2,3,3,4,4-Pentafluoro-1-butene FC(=C)C(C(F)F)(F)F